FC1=C(C(=CC(=C1)C(C)C)F)N1N=C(C=C1)C=1C=CC(=C(C1)CNC([O-])=O)C [[5-[1-[2,6-difluoro-4-(1-methylethyl)phenyl]-1H-pyrazol-3-yl]-2-methylphenyl]methyl]carbamate